ClC=1C(=C(NC2=C(NC3=C2C(NCC3)=O)C3=C(C=NC=C3)OC[C@@H]3OCC3)C=CC1)C 3-(3-chloro-2-methylanilino)-2-(3-{[(2R)-oxetan-2-yl]methoxy}pyridin-4-yl)-1,5,6,7-tetrahydro-4H-pyrrolo[3,2-c]pyridin-4-one